4-methyl-1,1-dioxo-thiane-4-carboxylic acid CC1(CCS(CC1)(=O)=O)C(=O)O